BrC=1C=CC(=C(CC=2C(=NC(=NC2C)N)Cl)C1)OC 5-(5-bromo-2-methoxybenzyl)-4-chloro-6-methylpyrimidin-2-amine